C1(=CC=CC=C1)C(C(=O)N)C1=CC=CC=C1 bis(phenyl)-acetamide